ClC1=CC=C(C(=N1)F)N[C@H](C)C1=CC(=CC=2C(C(=C(OC21)C=2C=NC=CC2)C)=O)C 8-[(1R)-1-[(6-chloro-2-fluoro-3-pyridinyl)amino]ethyl]-3,6-dimethyl-2-(3-pyridinyl)benzopyran-4-one